ClC1=CC=C(S1)CNC1=CC(=NN1)C1CCN(CC1)C(CN1CCOCC1)=O 1-[4-(5-{[(5-Chlorothiophen-2-yl)methyl]amino}-1H-pyrazol-3-yl)piperidin-1-yl]-2-(morpholin-4-yl)ethan-1-on